N1=C(C=CC=C1)N1CCNCCC1 1-(2-pyridyl)homopiperazine